(diphenyltriazineyl)(dibenzoselenophenyl)terphenyl C1(=CC=CC=C1)C1=C(C(=NN=N1)C=1C(=C(C=CC1)C=1C(=CC=CC1)C1=CC=CC=C1)C1=CC=CC=2[Se]C3=C(C21)C=CC=C3)C3=CC=CC=C3